Cl.CC1OCC2(C1N)CCNCC2 3-methyl-2-oxa-8-azaspiro[4.5]decan-4-amine hydrochloride